(1R,2R)-2-(2-fluorophenyl)-N-[(1s,4s)-4-{[6-chloro-2-(trifluoromethyl)quinolin-4-yl]amino}cyclohexyl]cyclopropane-1-carboxamide FC1=C(C=CC=C1)[C@H]1[C@@H](C1)C(=O)NC1CCC(CC1)NC1=CC(=NC2=CC=C(C=C12)Cl)C(F)(F)F